OC1=C2C=C(N(C2=CC=C1)CC1=NC=CC(=C1)C)C(=O)[O-] 4-hydroxy-1-((4-methylpyridin-2-yl)methyl)-1H-indole-2-carboxylate